C12N(CC(CC1)C2)C(C(=O)OC)=O methyl 2-(2-azabicyclo[2.2.1]hept-2-yl)-2-oxoacetate